ClC1=CC=C(CNS(=O)(=O)C2=CC=C(C=C2)NC(=O)NCC=2C=NNC2)C=C1 N-(4-Chloro-benzyl)-4-[3-(1H-pyrazol-4-ylmethyl)-ureido]-benzenesulfonamide